C(C)OC(=O)C=1C(N(C2=NC=C(C=C2C1O)C1=NC=C(C=C1)OC(F)F)CCN1CCOCC1)=O.OCC1CC2C3CC(C(C2C1)C3)CO 4,8-Bis(hydroxymethyl)tricyclo[5.2.1.02,6]decan ethyl-6-[5-(difluoromethoxy)-2-pyridyl]-4-hydroxy-1-(2-morpholinoethyl)-2-oxo-1,8-naphthyridine-3-carboxylate